(5-iodo-2-(trifluoromethyl)thiazol-4-yl)carbamic acid tert-butyl ester C(C)(C)(C)OC(NC=1N=C(SC1I)C(F)(F)F)=O